17-allyl-4,5α-epoxy-3,14-dihydroxymorphinan-6-one HCl Cl.C(C=C)N1[C@H]2[C@@]3(CCC([C@H]4[C@@]3(C=3C(=C(C=CC3C2)O)O4)CC1)=O)O